O1CCC(CC1)NC1=NC=CC(=N1)N N2-(tetrahydro-2H-pyran-4-yl)pyrimidine-2,4-diamine